NC=1C(=NC=CC1)NCCCN(CCCCCCCC(=O)OCCC(CCCC)CCCC)CCCCCCCC(OC(CCCCCCC)CCCCCCC)=O 3-Butylheptyl 8-((3-((3-aminopyridin-2-yl)amino)propyl)(8-oxo-8-(pentadecan-8-yloxy)octyl)amino)octanoate